5-ethyl-2-propyl-2,3,4,5-tetrahydro-1H-pyrido[4,3-b]indole C(C)N1C2=C(C=3C=CC=CC13)CN(CC2)CCC